(R)-(-)-1-methyl-3-hydroxypyrrolidine CN1CC[C@H](C1)O